(6AR)-3-bromo-4-chloro-2-[(trimethylsilyl)ethynyl]-6a,7,9,10-tetrahydro-12H-pyrazino[2,1-c]pyrido[2,3-f][1,4]oxazepin-8(6H)-carboxylic acid tert-butyl ester C(C)(C)(C)OC(=O)N1C[C@@H]2COC3=C(CN2CC1)N=C(C(=C3Cl)Br)C#C[Si](C)(C)C